5-bromo-2-(4,4-difluoropiperidin-1-yl)-6-methyl-N-(2-sulfamoylpyridin-4-yl)nicotinamide BrC=1C(=NC(=C(C(=O)NC2=CC(=NC=C2)S(N)(=O)=O)C1)N1CCC(CC1)(F)F)C